4-((3-allyl-2,4-dioxo-3,4-dihydroquinazolin-1(2H)-yl)methyl)-N-hydroxybenzamide C(C=C)N1C(N(C2=CC=CC=C2C1=O)CC1=CC=C(C(=O)NO)C=C1)=O